2-(3,5-difluoroanilino)-5-methyl-N-(6-methyl-2-bicyclo[4.2.0]octyl)thiazole-4-carboxamide FC=1C=C(NC=2SC(=C(N2)C(=O)NC2C3CCC3(CCC2)C)C)C=C(C1)F